N1CC(CC1)C(=O)O.COC1=CC=CC=C1 4-methoxybenzene pyrrolidine-3-carboxylate